OCCC=1N=NN(C1)[C@H]1[C@]2([C@@H]3C(N(C([C@@H]3[C@@](C1)(O2)C)=O)C2=CC(=C(C#N)C=C2)C(F)(F)F)=O)C 4-((3aR,4R,5R,7R,7aS)-5-(4-(2-hydroxyethyl)-1H-1,2,3-triazol-1-yl)-4,7-dimethyl-1,3-dioxooctahydro-2H-4,7-epoxyisoindol-2-yl)-2-(trifluoromethyl)benzonitrile